2-(1,4-diazacycloheptan-1-yl)-N-(4-(pyridin-4-yl)phenyl)pyrimidin-4-amine N1(CCNCCC1)C1=NC=CC(=N1)NC1=CC=C(C=C1)C1=CC=NC=C1